2-(difluoromethyl)-4-(3-(2-fluoro-7-(1-methoxyethyl)pyrazolo[1,5-a]pyrimidin-6-yl)ureido)pyridine 1-oxide FC(C1=[N+](C=CC(=C1)NC(=O)NC=1C=NC=2N(C1C(C)OC)N=C(C2)F)[O-])F